[Cl-].[Cl-].[Cl-].C1(C=CC=C1)[Zr+3]C(COC)OC cyclopentadienyl-1,2-dimethoxy-ethyl-zirconium trichloride